N-[(1s,4s)-4-{[4-cyano-3-(trifluoromethyl)phenyl]amino}cyclohexyl]-1H-pyrrolo[2,3-b]pyridine-4-carboxamide C(#N)C1=C(C=C(C=C1)NC1CCC(CC1)NC(=O)C=1C2=C(N=CC1)NC=C2)C(F)(F)F